NC1=C(C=CC(=C1F)NCC1=CC=C(C=C1)C(F)(F)F)NC(CCCC[C@H](C(C)F)F)=O (6R)-N-(2-amino-3-fluoro-4-((4-(trifluoromethyl)benzyl)amino)phenyl)-6,7-difluorooctanamide